methyl 2-(chlorosulfonyl)-4-methoxy-5-nitrobenzoate ClS(=O)(=O)C1=C(C(=O)OC)C=C(C(=C1)OC)[N+](=O)[O-]